BrC=1C=C(SC1)[C@@H](C)NC=1C2=C(N=C(N1)C)N=CC(=C2)O[C@@H]2COCC2 N-((R)-1-(4-bromothien-2-yl)ethyl)-2-methyl-6-(((S)-tetrahydrofuran-3-yl)oxy)pyrido[2,3-d]pyrimidin-4-amine